(1R,2R,3R)-N-[8-amino-6-(4-methylpyridin-3-yl)-2,7-diazaNaphthalen-3-yl]-2-(cyanomethyl)-3-methylcyclopropane-1-carboxamide NC=1N=C(C=C2C=C(N=CC12)NC(=O)[C@H]1[C@@H]([C@H]1C)CC#N)C=1C=NC=CC1C